ClC=1C=C(C=C2C=CN=CC12)C=1N(C=CC(C1)=O)C 8-chloro-6-(1-methyl-4-oxo-1,4-dihydropyridin-2-yl)isoquinoline